C(C)OC1=NC=CC=C1C1=NC=2C(N(CC3(C(CN(CC3)C=3C(=NC=CC3)C(F)(F)F)CC)C2C=C1)C1CNCC1)=O 2-(2-ethoxypyridin-3-yl)-3'-ethyl-7-(pyrrolidin-3-yl)-1'-[2-(trifluoromethyl)pyridin-3-yl]-6,7-dihydro-8H-spiro[1,7-naphthyridine-5,4'-piperidin]-8-one